morpholine-4-carboxamide (Formate) C(=O)O.N1(CCOCC1)C(=O)N